(2-fluoro-3-((2-fluorophenyl)amino)pyridin-4-yl)dimethylphosphine FC1=NC=CC(=C1NC1=C(C=CC=C1)F)P(C)C